FC=1C=C(C=C2C=NC(=NC12)C1CCC(CC1)C(C)(C)O)CN1C[C@H]([C@@H](C1)COC)OC=1C=C2CN(C(C2=CC1)=O)[C@@H]1C(NC(CC1)=O)=O (S)-3-(5-(((3S,4S)-1-((8-fluoro-2-(4-(2-hydroxypropan-2-yl)cyclohexyl)quinazolin-6-yl)methyl)-4-(methoxymethyl)pyrrolidin-3-yl)oxy)-1-oxoisoindolin-2-yl)piperidine-2,6-dione